N-(5-methyl-6-((8'-methyl-1',5'-dioxo-1',5'-dihydro-2'H-spiro[cyclohexane-1,3'-indolizine]-6'-yl)amino)pyrimidin-4-yl)cyclopropanecarboxamide CC=1C(=NC=NC1NC=1C(N2C3(CC(C2=C(C1)C)=O)CCCCC3)=O)NC(=O)C3CC3